C(C1=CC=CC=C1)(=O)OC(C1=CC=CC=C1)(O)O dihydroxybenzyl benzoate